1-[6-(2-hydroxyphenyl)pyridazin-4-yl]-4-(pyridin-3-yl)piperidine-4-carboxylic acid OC1=C(C=CC=C1)C1=CC(=CN=N1)N1CCC(CC1)(C(=O)O)C=1C=NC=CC1